O1COC2=C1C=CC(=C2)C=2C(=NC(=CN2)CCCC(F)F)N2CCC(CC2)C(=O)O 1-(3-(benzo[d][1,3]dioxol-5-yl)-6-(4,4-difluorobutyl)pyrazin-2-yl)piperidine-4-carboxylic acid